6-[α-methyl-α-(2-pyridyldithio)toluylamino]hexanoic acid sulfosuccinimidyl ester S(=O)(=O)(O)C1C(=O)N(C(C1)=O)OC(CCCCCNC1=C(C=CC=C1)C(SSC1=NC=CC=C1)C)=O